2,6-bis(2-(3-(methoxymethoxy)-4-phenylthiophen-2-yl)phenyl)pyridine COCOC1=C(SC=C1C1=CC=CC=C1)C1=C(C=CC=C1)C1=NC(=CC=C1)C1=C(C=CC=C1)C=1SC=C(C1OCOC)C1=CC=CC=C1